Cl.ClC=1C=CC2=C(N=C(O2)N2CCN[C@@H](CC2)C)C1 5-chloro-2-((R)-5-methyl-[1,4]diazepan-1-yl)benzooxazol hydrochloride